C(C)(C)(C)C1=CC=C(OC2=CC(=C(C(=O)O)C=C2)C)C=C1 4-(4-(tert-butyl)phenoxy)-2-methylbenzoic acid